t-butyl-neodymium C(C)(C)(C)[Nd]